CC(C)C1=NC=CC(=C1)N1N=CC(=C1)N1C(SC=C1)C=1C=NNC1 N-{1-[2-(1-methylethyl)pyridin-4-yl]-1H-pyrazol-4-yl}-2-(1H-pyrazol-4-yl)-1,3-thiazole